NC1=CC(=C(C(=C1F)F)F)N bis-amino-trifluoro-benzene